ClC1=C(C2=C(OCCO2)C=C1)N1CCNCC1 6-chloro-5-(piperazin-1-yl)-2,3-dihydro-1,4-benzodioxine